1-methyl-1-butylpyrrolidinium bis(pentafluoroethylsulfonyl)imide salt [N-](S(=O)(=O)C(F)(F)C(F)(F)F)S(=O)(=O)C(F)(F)C(F)(F)F.C[N+]1(CCCC1)CCCC